CC1(CC1)NC=1N=C(C(=NC1C=1C2=C(C=NC1)N(C=N2)C)C(=O)N)NC2=CC=C(C=C2)N2CCOCC2 5-[(1-Methylcyclopropyl)amino]-6-(3-methylimidazo[4,5-c]pyridin-7-yl)-3-(4-morpholinoanilino)pyrazin-2-carboxamid